(2S,5R)-5-(2-chlorophenyl)-1-(4-(thiophen-3-yl)benzoyl)pyrrolidine-2-carboxylic acid ClC1=C(C=CC=C1)[C@H]1CC[C@H](N1C(C1=CC=C(C=C1)C1=CSC=C1)=O)C(=O)O